C(C(=C)C)(=O)OC(C[N+](C)(C)C)=P(=O)OCC (2-ethoxyphosphorylcholine) methacrylate